N-(4-butylphenyl)-5-[(2-{[(4-butylphenyl)amino](hydroxy)methyl}-1,3-dioxo-2,3-dihydro-1H-inden-5-yl)sulfonyl]-1,3-dioxo-2,3-dihydro-1H-indene-2-carboxamide C(CCC)C1=CC=C(C=C1)NC(=O)C1C(C2=CC=C(C=C2C1=O)S(=O)(=O)C=1C=C2C(C(C(C2=CC1)=O)C(O)NC1=CC=C(C=C1)CCCC)=O)=O